ClC=1C(=NC=C(C1)C(F)(F)F)OC=1OC2=C(N1)C=C(C=C2)OC(C)=O 2-(3-chloro-5-(trifluoromethyl)pyridin-2-yloxy)-5-acetoxybenzoxazole